C(#N)C1=NC(=NC=C1)N1CCC(CC1)NC(C1=CC=C(C=C1)C1=NC=CC2=C1C=CO2)=O N-[1-(4-cyanopyrimidin-2-yl)piperidin-4-yl]-4-(furo[3,2-c]pyridin-4-yl)benzamide